NC1=C(C(=NC=N1)C=1C(=C(C=C(C1)F)NC(=O)C1=C(C2=C(C(CO2)(C)C)C=C1)F)C)OCCN(C(C=C)=O)CC N-(3-(6-amino-5-(2-(N-ethylacrylamido)ethoxy)pyrimidin-4-yl)-5-fluoro-2-methylphenyl)-7-fluoro-3,3-dimethyl-2,3-dihydrobenzofuran-6-carboxamide